(1S,3S)-3-((2-Methyl-6-(3-methyl-4-(((2-phenyl-2H-1,2,3-triazol-4-yl)amino)methyl)isoxazol-5-yl)pyridin-3-yl)oxy)cyclohexan CC1=NC(=CC=C1OC1CCCCC1)C1=C(C(=NO1)C)CNC1=NN(N=C1)C1=CC=CC=C1